1-ethyl-N-((5-(1-(5-fluoro-2-oxo-1,2-dihydropyridin-3-yl)-2-methoxyethyl)benzo[d]oxazol-2-yl)(4-fluorocyclohexyl)methyl)-1H-pyrazole-5-carboxamide C(C)N1N=CC=C1C(=O)NC(C1CCC(CC1)F)C=1OC2=C(N1)C=C(C=C2)C(COC)C=2C(NC=C(C2)F)=O